zinc-zinc chloride [Cl-].[Zn+2].[Zn+2].[Cl-].[Cl-].[Cl-]